C(C=C)(=O)N1C[C@@H](CCC1)C1=NC(=CC2=C1C=CN2)C2=CC=C(C=C2)OC2=CC=CC=C2 (R)-4-(1-acryloylpiperidin-3-yl)-6-(4-phenoxyphenyl)-1H-pyrrolo[3,2-c]pyridine